OC1=C(C=CC=C1)C1=CC(=CN=N1)N1CCC(CC1)(C(=O)N1CC2(CN(C2)CC2CCN(CC2)C2=CC=C(C=C2)[C@@H]2C(NC(CC2)=O)=O)C1)C=1C=NC=CC1 |r| RAC-(3R)-3-(4-{4-[(6-{1-[6-(2-HYDROXYPHENYL)PYRIDAZIN-4-YL]-4-(PYRIDIN-3-YL)PIPERIDINE-4-CARBONYL}-2,6-DIAZASPIRO[3.3]HEPTAN-2-YL)METHYL]PIPERIDIN-1-YL}PHENYL)PIPERIDINE-2,6-DIONE